CC=1C2=C(N3C1C=NCC3)N=CC(=C2)C(F)(F)F 5-methyl-3-(trifluoromethyl)-8,9-dihydropyrido[3',2':4,5]pyrrolo[1,2-a]pyrazin